1-(2-fluoroethyl)-N-(6-(1-methyl-5-(piperidin-1-ylmethyl)-1H-pyrazol-4-yl)isoquinolin-3-yl)piperidine-4-carboxamide FCCN1CCC(CC1)C(=O)NC=1N=CC2=CC=C(C=C2C1)C=1C=NN(C1CN1CCCCC1)C